4-chloro-1-iodo-2-(trifluoromethoxy)benzene ClC1=CC(=C(C=C1)I)OC(F)(F)F